F[P-](F)(F)(F)(F)F.N1=C(C=CC=C1)C1=C(C=CC=C1)[Ir+]C1=C(C=CC=C1)C1=NC=CC=C1 bis[(2-pyridinyl)phenyl]iridium (hexafluorophosphate)